5-acrylamidothiophene-3-carboxylic acid C(C=C)(=O)NC1=CC(=CS1)C(=O)O